C(CN(C(O[C@H]1[C@](C=C2C([C@](C3(C(=C12)C)CC3)(C)O)=O)(C)CO)=O)C)N(C(OC(C)(C)C)=O)C tert-butyl ((2'S,3'R,6'R)-6'-hydroxy-2'-(hydroxymethyl)-2',4',6'-trimethyl-7'-oxo-2',3',6',7'-tetrahydrospiro[cyclopropane-1,5'-inden]-3'-yl) ethane-1,2-diylbis(methylcarbamate)